FC1=C2NC(N3CCOC4=CN=C(C=C1CN1CCN(CC1)C=1C=CC(=NC1C)C(=O)NC)C2=C43)=O 5-(4-((6-Fluoro-4-oxo-2,3,4,5-tetrahydro-1-oxa-3a,5,9-triazapyren-7-yl)methyl)piperazin-1-yl)-N,6-dimethylpicolinamide